FC1=C(C=CC=C1)C=1NC=CC1 2-(2-fluorophenyl)-1H-pyrrole